(2-Aminoethyl)aminopropyl-tri-methoxysilane NCCNCCC[Si](OC)(OC)OC